3,3-dimethyl-1-(3-((2-((3-methyl-1-(8-methyl-8-azabicyclo[3.2.1]octan-3-yl)-1H-pyrazol-4-yl)amino)-5-(trifluoromethyl)pyrimidin-4-yl)amino)propyl)pyrrolidin-2-one CC1(C(N(CC1)CCCNC1=NC(=NC=C1C(F)(F)F)NC=1C(=NN(C1)C1CC2CCC(C1)N2C)C)=O)C